[Si](C)(C)(C(C)(C)C)OCCN1NC(=C(C=C1)OCC1CC1)Cl 2-(2-((tert-Butyldimethylsilyl)oxy)ethyl)-6-chloro-5-(cyclopropylmethoxy)pyridazin